C(C)(C)(C)OC(N[C@H]1CO[C@@H](CC1OC)CO)=O ((3S,6S)-6-(hydroxymethyl)-4-methoxytetrahydro-2H-pyran-3-yl)carbamic acid tert-butyl ester